di-(3-hexyl)phenyl-phosphine tert-Butyl-(2S,4R)-2-[2-(6-bromo-4,7-dichloro-indazol-2-yl)-3-ethoxy-3-oxo-propanoyl]-4-fluoro-pyrrolidine-1-carboxylate C(C)(C)(C)OC(=O)N1[C@@H](C[C@H](C1)F)C(C(C(=O)OCC)N1N=C2C(=C(C=C(C2=C1)Cl)Br)Cl)=O.CCC(CCC)P(C1=CC=CC=C1)C(CC)CCC